4-(3-Chloro-4-methylphenyl)-2-(2,4-dichlorobenzyl)-5-methylimidazole ClC=1C=C(C=CC1C)C=1N=C(NC1C)CC1=C(C=C(C=C1)Cl)Cl